1,1-dimethylethyl {(1S)-1-methyl-3-[(3-pyridinylmethyl)amino]propyl}carbamate C[C@@H](CCNCC=1C=NC=CC1)NC(OC(C)(C)C)=O